C1(CC1)S(=O)(=O)N1N=C(C=2CC[C@H](CC12)C(=O)NC1(CS(C1)(=O)=O)C)C1=C(C=CC(=C1)OC(F)F)F (R)-1-(cyclopropylsulfonyl)-3-(5-(difluoromethoxy)-2-fluorophenyl)-N-(3-methyl-1,1-dioxidothietan-3-yl)-4,5,6,7-tetrahydro-1H-indazole-6-carboxamide